C1(CC1)N1N=CC(=C1)C1CN(CCC1(F)F)C=1N=C(C2=C(N1)N=C(S2)N(C)C)C2=C(C=C(C=C2)F)F 5-(3-(1-cyclopropyl-1H-pyrazol-4-yl)-4,4-difluoropiperidin-1-yl)-7-(2,4-difluorophenyl)-N,N-dimethylthiazolo[4,5-d]pyrimidin-2-amine